3-(5-amino-8-(pyridin-4-yl)-2-(tetrahydrofuran-3-yl)-[1,2,4]triazolo[1,5-c]pyrimidin-7-yl)benzonitrile NC1=NC(=C(C=2N1N=C(N2)C2COCC2)C2=CC=NC=C2)C=2C=C(C#N)C=CC2